O1C(=CC=C1)C(=O)N1CCC=2C1=CN=CC2C2=CC=C(C#N)C=C2 4-(1-(Furan-2-carbonyl)-2,3-dihydro-1H-pyrrolo[2,3-c]pyridin-4-yl)benzonitrile